CC1=C(C(=C(C2=C1O[C@](CC2)(C)CCC[C@H](C)CCC[C@H](C)CCCC(C)C)C)OC(=O)CCC(=O)O)C alpha-tocopherol hemisuccinate